C1(CCCCC1)C1CC2(CNC2)C1 6-cyclohexyl-2-azaspiro[3.3]Heptane